(S)-2-(((S)-7-chloro-6-fluoro-1,2,3,4-tetrahydronaphthalen-2-yl)amino)-N-(1-(2-methyl-1-(pivaloyl)propan-2-yl)-1H-imidazol-4-yl)pentanamide dihydrobromide Br.Br.ClC1=C(C=C2CC[C@@H](CC2=C1)N[C@H](C(=O)NC=1N=CN(C1)C(CC(C(C)(C)C)=O)(C)C)CCC)F